3,5-dioxo-2,3,4,5-tetrahydro-[1,2,4]triazine-6-Nitrile O=C1NN=C(C(N1)=O)C#N